Tricyclo[3.2.1.02,6]octane C12C3CCC(C3C1)C2